COC=1C(=C2C=CNC2=C(C1)C)CC=1C(=C(C(=O)O)C=CC1)C1NCCNC1 (5-Methoxy-7-methyl-4-indolylmethyl)piperazin-2-ylbenzoic acid